di-tert-butyl (1R,7S)-4-methylene-2,6-diazabicyclo[5.1.0]octane-2,6-dicarboxylate C=C1CN([C@@H]2C[C@@H]2N(C1)C(=O)OC(C)(C)C)C(=O)OC(C)(C)C